4-(1-(6-(3-cyclopropyl-1H-1,2,4-triazol-1-yl)-2-azaspiro[3.3]heptane-2-carbonyl)azetidin-3-yl)-1-(2,2,2-trifluoroethyl)pyridin-2(1H)-one C1(CC1)C1=NN(C=N1)C1CC2(CN(C2)C(=O)N2CC(C2)C2=CC(N(C=C2)CC(F)(F)F)=O)C1